N1(N=CC=C1)CCN1C(=NC2=C1C=C(C=C2)C(=O)OC)CCl methyl 1-(2-(1H-pyrazol-1-yl)ethyl)-2-(chloromethyl)-1H-benzo[d]imidazole-6-carboxylate